1-Acetyl-5-benzyloxy-1H-indol-3-yl 2,3,4,6-tetra-O-acetyl-β-D-glucopyranoside C(C)(=O)O[C@H]1[C@H](OC2=CN(C3=CC=C(C=C23)OCC2=CC=CC=C2)C(C)=O)O[C@@H]([C@H]([C@@H]1OC(C)=O)OC(C)=O)COC(C)=O